ClC=1C=CC(=C(C1)[C@@H]1[C@H](C1)C(=O)NC1=NC=NC(=C1)Cl)C#N |r| rac-(1S*,2S*)-2-(5-chloro-2-cyanophenyl)-N-(6-chloropyrimidin-4-yl)cyclopropane-1-carboxamide